3-[4-[4-[(4-amino-1-bicyclo[2.2.2]octanyl)methyl]piperazin-1-yl]phenyl]piperidine-2,6-dione NC12CCC(CC1)(CC2)CN2CCN(CC2)C2=CC=C(C=C2)C2C(NC(CC2)=O)=O